CC1=C(C=CC(=C1)C)CC(=O)O 2,4-dimethylbenzeneacetic acid